tert-butyl-3-(7-(2-((tert-butoxycarbonyl)amino)-7-fluoro-3-iodobenzo[b]thiophen-4-yl)-2-(2,2-dimethoxyethoxy)-8-fluoro-6-(trifluoromethyl)quinazolin-4-yl)-3,8-diazabicyclo[3.2.1]octane C(C)(C)(C)C12CN(CC(CC1)N2)C2=NC(=NC1=C(C(=C(C=C21)C(F)(F)F)C2=CC=C(C=1SC(=C(C12)I)NC(=O)OC(C)(C)C)F)F)OCC(OC)OC